COC=1C=C2C(=CC=NC2=CC1OC)OC1=CC=C(C=C1)NC(=O)C1(CC1)C(=O)O cyclopropane-1,1-dicarboxylic acid [4-(6,7-dimethoxyquinolin-4-yloxy)phenyl] amide